6-(3-(3-(2,4-bis(trifluoromethyl)phenyl)-7-fluoro-2-oxo-2,3,4,5-tetrahydro-1H-benzo[b]azepin-1-yl)prop-1-ynyl)pyridazine-3-carboxylic acid FC(C1=C(C=CC(=C1)C(F)(F)F)C1CCC2=C(N(C1=O)CC#CC1=CC=C(N=N1)C(=O)O)C=CC(=C2)F)(F)F